ClC1=C(C(=O)NC2=NNC=C2)C(=CC=C1)C 2-chloro-6-methyl-N-(1H-pyrazol-3-yl)benzamide